methyl 4-(bis(4-methoxybenzyl)amino)-1-(2-chloro-6-nitro-4-(trifluoromethoxy)phenyl)-6-oxo-1,6-dihydropyrimidine-5-carboxylate COC1=CC=C(CN(C=2N=CN(C(C2C(=O)OC)=O)C2=C(C=C(C=C2[N+](=O)[O-])OC(F)(F)F)Cl)CC2=CC=C(C=C2)OC)C=C1